(2R,3R)-3-(3-(4-(2,3,6-trifluorobenzyloxy)phenyl)isoxazol-5-yl)-2-(2,4-difluorophenyl)-1-(1H-tetrazol-1-yl)butan-2-ol FC1=C(COC2=CC=C(C=C2)C2=NOC(=C2)[C@@H]([C@@](CN2N=NN=C2)(O)C2=C(C=C(C=C2)F)F)C)C(=CC=C1F)F